pentadecane-6,8-diol CCCCCC(CC(CCCCCCC)O)O